2-{[(4aS,7aR)-1-[2-(oxan-4-yl)-ethyl]-octa-hydro-1H-cyclopenta[b]pyridin-4a-yl]methoxy}-8-fluoro-4-(1,4-oxazepan-4-yl)pyrido[4,3-d]pyrimidin O1CCC(CC1)CCN1[C@H]2[C@@](CCC1)(CCC2)COC=2N=C(C1=C(N2)C(=CN=C1)F)N1CCOCCC1